C=1(C(=C(C(=C(C1[2H])[2H])[2H])N(C=1C(=CC(=CC1)C(C)(C)C)C1=CC=CC=C1)C1=CC(=C(C(=C1[2H])I)[2H])OC1=C(C(=C(C(=C1[2H])[2H])[2H])C1=C(C(=C(C(=C1[2H])[2H])[2H])[2H])[2H])[2H])[2H])C1=C(C(=C(C(=C1[2H])[2H])[2H])[2H])[2H] N-([1,1'-biphenyl]-3-yl-d9)-N-(3-(([1,1'-biphenyl]-3-yl-d9)oxy)-5-iodophenyl-4,6-d2)-5-(tert-butyl)-[1,1'-biphenyl]-2-amine